5-[(5-fluoro-2,3-dihydrobenzofuran-4-yl)methylamino]-8-[6-(hydroxymethyl)-3-pyridyl]imidazo[1,2-c]pyrimidine-2-carbonitrile FC=1C=CC2=C(CCO2)C1CNC1=NC=C(C=2N1C=C(N2)C#N)C=2C=NC(=CC2)CO